C(C)(C)(C)OC(CN(CCC1(CC1)C(=O)OCC1=CC=CC=C1)C(=O)OCOP(=O)(OC(C)(C)C)OC(C)(C)C)=O benzyl 1-(2-((2-(tert-butoxy)-2-oxoethyl)((((di-tert-butoxyphosphoryl)oxy)methoxy)carbonyl)amino)ethyl)cyclopropane-1-carboxylate